5-Methyl-N-[2-(pyrazin-2-yl)-[1,3]thiazolo[5,4-c]pyridin-6-yl]-6-[(pyrrolidin-1-yl)methyl]pyridin-2-amine CC=1C=CC(=NC1CN1CCCC1)NC1=CC2=C(C=N1)SC(=N2)C2=NC=CN=C2